7-(2-((2-chloro-4-(4-(cyclopropylmethyl)piperazin-1-yl)phenyl)amino)-5-(trifluoromethyl)pyrimidin-4-yl)-4-methyl-3,4-dihydrothieno[2,3-f][1,4]thiazepin-5(2H)-one 1,1-dioxide ClC1=C(C=CC(=C1)N1CCN(CC1)CC1CC1)NC1=NC=C(C(=N1)C1=CC2=C(C(N(CCS2(=O)=O)C)=O)S1)C(F)(F)F